NC1=C2OC3=C(C(C=CC3=NC2=CC=C1F)=O)C\C=C\Cl (E)-6-amino-4-(3-chloroallyl)-7-fluorophenoxazin-3-one